NC1=C2C(=NC=N1)N(N=C2C2=CC=C(C=C2)OCC2=CC=CC=C2)C(C)C=2OC1=CC=CC=C1C(C2C2=CC(=CC=C2)F)=O 2-(1-(4-amino-3-(4-(benzyloxy)phenyl)-1H-pyrazolo[3,4-d]pyrimidin-1-yl)ethyl)-3-(3-fluorophenyl)-4H-chromen-4-one